OC1(CCC(CC1)NS(=O)(=O)C=1C=NC=C(C1)B1OC(C(O1)(C)C)(C)C)C N-((1r,4r)-4-hydroxy-4-methylcyclohexyl)-5-(4,4,5,5-tetramethyl-1,3,2-dioxaborolan-2-yl)pyridine-3-sulfonamide